C1(=CC=CC=C1)P(C1=CC=CC=C1)(C1=CC=CC=C1)[Pd-4](P(C1=CC=CC=C1)(C1=CC=CC=C1)C1=CC=CC=C1)(P(C1=CC=CC=C1)(C1=CC=CC=C1)C1=CC=CC=C1)P(C1=CC=CC=C1)(C1=CC=CC=C1)C1=CC=CC=C1 tetrakis-triphenylphosphino-palladium (0)